C(C1=C(N=C(O1)C1=CC=CC=C1)CCO)([2H])([2H])[2H] 2-(5-(methyl-d3)-2-phenyloxazol-4-yl)ethan-1-ol